N-(1-(1-(2-chloro-3-(2-hydroxy-2-methylpropoxy)phenyl)ethyl)azetidin-3-yl)-1-cyclopropyl-1H-1,2,3-triazole-4-carboxamide ClC1=C(C=CC=C1OCC(C)(C)O)C(C)N1CC(C1)NC(=O)C=1N=NN(C1)C1CC1